CC1=CC=C2N1C(NN=C2)=O 6-methylpyrrolo[1,2-d][1,2,4]triazin-4-one